NC1=C(C=C(C=N1)C=1N=C(N(C1)C12CC(C1)(C2)N2CCOCC2)C2(CC2)C#N)OC(F)(F)F 1-(4-(6-amino-5-(trifluoromethoxy)-pyridin-3-yl)-1-(3-morpholinobicyclo-[1.1.1]pentan-1-yl)-1H-imidazol-2-yl)cyclopropane-1-carbonitrile